C1C(CC12CCNCC2)N2C=NC1=CC=C(C=C1C2=O)OC2=C(C(=CC=C2F)NS(N(C)CC)(=O)=O)C#N 3-(7-azaspiro[3.5]nonan-2-yl)-6-[2-cyano-3-[[ethyl(methyl)sulfamoyl]amino]-6-fluoro-phenoxy]-4-oxo-quinazoline